2-(2,4-Dihydroxyphenyl)-4,6-bis(2,4-di-methylphenyl)-1,3,5-triazin OC1=C(C=CC(=C1)O)C1=NC(=NC(=N1)C1=C(C=C(C=C1)C)C)C1=C(C=C(C=C1)C)C